N-(pyrimidin-5-yl)pyridinecarboxamide N1=CN=CC(=C1)NC(=O)C1=NC=CC=C1